[Si](C)(C)(C(C)(C)C)OCC=1C(=NC(=CC1)[Sn](C)(C)C)NC(OC(C)(C)C)=O Tert-butyl (3-(((tert-butyldimethylsilyl)oxy)methyl)-6-(trimethylstannyl)pyridin-2-yl)carbamate